(5-chloro-2-(isopropylamino)pyridin-4-yl)-2'-(2-(hydroxymethyl)benzyl)-2',3'-dihydro-1'H,5'H-spiro[azetidine-3,4'-pyrrolo[1,2-a][1,4]diazepin]-1'-one ClC=1C(=CC(=NC1)NC(C)C)C1N(C(C=2N(CC13CNC3)C=CC2)=O)CC2=C(C=CC=C2)CO